C1(CC1)S(=O)(=O)N1N=CC(=C1)C1=NC=CC(=N1)NC1=CC2=C(C=N1)C(=NN2C(C)C)N2CCN(CC2)CC=2C=C(C=CC2)NC2C(NC(CC2)=O)=O 3-((3-((4-(6-((2-(1-(cyclopropylsulfonyl)-1H-pyrazol-4-yl)pyrimidin-4-yl)amino)-1-isopropyl-1H-pyrazolo[4,3-c]pyridin-3-yl)piperazin-1-yl)methyl)phenyl)amino)piperidine-2,6-dione